NC1=CC=CC(=N1)S(=O)(=O)NC(=O)C=1C(=NC(=C(C1)\C=C\CCCC)C(C)(C)C)N1C(C[C@@H](C1)C)(C)C N-[(6-Amino-2-pyridyl)sulfonyl]-6-tert-butyl-5-[(E)-hex-1-enyl]-2-[(4S)-2,2,4-trimethylpyrrolidin-1-yl]pyridin-3-carboxamid